4-[(4-benzyloxycarbonyl-1,4-diazepan-1-yl)methyl]benzoic acid C(C1=CC=CC=C1)OC(=O)N1CCN(CCC1)CC1=CC=C(C(=O)O)C=C1